N-[2-(4,5-difluoro-1H-indol-3-yl)ethyl]-N-ethylpropan-1-amine FC1=C2C(=CNC2=CC=C1F)CCN(CCC)CC